tert-Butyl 3-(3-(3-amino-1H-indazol-5-yl)phenylamino)propyl(methyl)carbamate NC1=NNC2=CC=C(C=C12)C=1C=C(C=CC1)NCCCN(C(OC(C)(C)C)=O)C